N-(1-(4-chlorophenyl)-4-(4,5-dihydrooxazol-2-yl)-1H-pyrazol-5-yl)-4-fluorobenzamide ClC1=CC=C(C=C1)N1N=CC(=C1NC(C1=CC=C(C=C1)F)=O)C=1OCCN1